NC(C(=O)O)CC1=CC=C(C=C1)C=1C=NN(C1)C 2-amino-3-(4-(1-methyl-1H-pyrazol-4-yl)phenyl)propanoic acid